C(C)C(CN(CN1N=NC2=C1C=CC=C2C)CC(CCCC)CC)CCCC 2-ethyl-N-(2-ethylhexyl)-N-[(4-methylbenzotriazol-1-yl)methyl]hexan-1-amine